C1(=CC=CC=C1)S(=O)(=O)C1C=NC2=C1N(C=N2)C2CN(CC2)S(=O)(=O)CCC 6-(phenylsulfonyl)-1-(1-(propylsulfonyl)pyrrolidin-3-yl)-1,6-dihydroimidazo[4,5-d]pyrrole